3-fluoro-2-hydroxy-5-(3-(4-(pyrrolidin-1-yl)phenyl)-1,2,4-thiadiazol-5-yl)benzeneFormaldehyde FC=1C(=C(C=C(C1)C1=NC(=NS1)C1=CC=C(C=C1)N1CCCC1)C=O)O